2-ethylhexyl 3-((5-methyl-7-(2,2,6,6-tetrafluoromorpholino)-5H-pyrrolo[3,2-d]pyrimidin-2-yl)thio)propionate Argon [Ar].CN1C=C(C=2N=C(N=CC21)SCCC(=O)OCC(CCCC)CC)N2CC(OC(C2)(F)F)(F)F